Methyl 2-(4-amino-1-(3-hydroxycyclopentyl)-1H-pyrazolo[3,4-d]pyrimidin-3-yl)-1H-indole-6-carboxylate NC1=C2C(=NC=N1)N(N=C2C=2NC1=CC(=CC=C1C2)C(=O)OC)C2CC(CC2)O